[Cl-].[Cl-].C1(CCCCC1)[Si](=[Zr+2]C1C(=CC2=CC=CC=C12)C1C=CC=C1)C1CCCCC1 dicyclohexylsilanediyl[(cyclopentadienyl)(indenyl)]zirconium dichloride